N-(2-(3-phenylpiperazin-1-yl)pyrimidin-4-yl)-1H-indazol-5-amine C1(=CC=CC=C1)C1CN(CCN1)C1=NC=CC(=N1)NC=1C=C2C=NNC2=CC1